2-(Pyrazin-2-yl)-N-(5-(1-(6-(2-(3-(trifluoromethoxy)phenyl)acetamido)pyridazin-3-yl)piperidin-4-yl)-1,3,4-thiadiazol-2-yl)acetamide N1=C(C=NC=C1)CC(=O)NC=1SC(=NN1)C1CCN(CC1)C=1N=NC(=CC1)NC(CC1=CC(=CC=C1)OC(F)(F)F)=O